FC1=C(C=C(C=C1)[C@H](C)NC(=O)NC1CC2(C1)CCC2)OCC(F)(F)F 1-{(S)-1-[4-fluoro-3-(2,2,2-trifluoro-ethoxy)-phenyl]-ethyl}-3-spiro[3.3]hept-2-yl-urea